2-(2-morpholinoethoxy)-N-(1-naphthyl)-6-(4-prop-2-enoylpiperazin-1-yl)pyrimidine-4-carboxamide O1CCN(CC1)CCOC1=NC(=CC(=N1)C(=O)NC1=CC=CC2=CC=CC=C12)N1CCN(CC1)C(C=C)=O